ClC=1C=C(C(=NC1)N1C([C@@H](N(C(C1)=O)CC1=CC=C(C=C1)C(F)(F)F)C(C)C)=O)F (S)-1-(5-chloro-3-fluoro-pyridin-2-yl)-3-isopropyl-4-(4-(trifluoromethyl)-benzyl)piperazine-2,5-dione